COC(C1=C(C=CC=C1)C(F)(F)F)=O.CN1C(N(C=C1)CC1=CC=C(C=C1)C)C 1,2-dimethyl-3-(4-methylbenzyl)imidazole methyl-2-(trifluoromethyl)benzoate